OC1=CC(CC(C1)C=1C=NC(=CC1)C1=CC=C(C=C1)OC(F)(F)F)=O 3-hydroxy-5-(6-(4-(trifluoromethoxy)phenyl)pyridin-3-yl)cyclohex-2-en-1-one